C1(=CC=CC=C1)C1NC(NC(=C1C(=O)OCC)C)=O 4-phenyl-5-ethoxycarbonyl-6-methyl-3,4-dihydropyrimidine-2(1H)-one